CC(C)N1C=NC(=C1)C=O [1-(propan-2-yl)-1H-imidazol-4-yl]methanone